FC1=C(C=CC(=C1)B1OC(C(O1)(C)C)(C)C)C12COC(CC1)(CC2)CC(=O)OC methyl 2-(4-(2-fluoro-4-(4,4,5,5-tetramethyl-1,3,2-dioxaborolan-2-yl)phenyl)-2-oxabicyclo[2.2.2]octan-1-yl)acetate